N(C(=N)N)CCC1=CC=C(C=C1)NC(=O)C1=NNC(=C1)C(=O)NC1=CC=C(C=C1)CCNC(=N)N 1H-pyrazole-3,5-dicarboxylic acid bis-{[4-(2-guanidino-ethyl)-phenyl]-amide}